[Co](Cl)Cl.C(C)(C)(C)C=1C=C(C=C(C1OC)C(C)(C)C)C1=NC2=C3N=C(C=CC3=CC=C2C=C1)C1=CC(=C(C(=C1)C(C)(C)C)OC)C(C)(C)C 2,9-bis-(3,5-di-tert-butyl-4-methoxyphenyl)-1,10-phenanthroline cobalt dichloride